C1(CC1)C1C2C=CC(C1)C2 5-cyclopropylnorbornene